dinitroplatinum nitrate [N+](=O)([O-])[O-].[N+](=O)([O-])[Pt+][N+](=O)[O-]